FC1(CC2(CC3(C=CCN3C2)CO)C1)F (3,3-difluoro-1'h,3'h-spiro[cyclobutane-1,2'-pyrrolizine]-7a'(5'h)-yl)methanol